3-((4-iodo-6-morpholinylpyridin-2-yl)amino)-3-methylcyclobutan-1-ol IC1=CC(=NC(=C1)N1CCOCC1)NC1(CC(C1)O)C